5-[7-[[5-(3-hydroxyazetidine-1-carbonyl)-2-pyridinyl]amino]-3-methyl-imidazo[4,5-b]pyridin-5-yl]oxy-4-methyl-pyridine-2-carbonitrile OC1CN(C1)C(=O)C=1C=CC(=NC1)NC1=C2C(=NC(=C1)OC=1C(=CC(=NC1)C#N)C)N(C=N2)C